[2-(2,2-dimethoxyethoxy)-8-fluoro-7-[7-fluoro-3-(methoxymethoxy)-8-(2-triisopropylsilylethynyl)-1-naphthyl]pyrido[4,3-d]pyrimidin-4-yl]-3,8-diazabicyclo[3.2.1]octane-8-carboxylate COC(COC=1N=C(C2=C(N1)C(=C(N=C2)C2=CC(=CC1=CC=C(C(=C21)C#C[Si](C(C)C)(C(C)C)C(C)C)F)OCOC)F)OC(=O)N2C1CNCC2CC1)OC